1-isopropyl-3-((R)-2,2,2-trifluoro-1-((R or S)-3-(2-(5-fluoro-thiophen-2-yl)ethyl)-1-(2-(6-methylpyridin-3-yl)propan-2-yl)pyrrolidin-3-yl)ethyl)urea C(C)(C)NC(=O)N[C@@H](C(F)(F)F)[C@]1(CN(CC1)C(C)(C)C=1C=NC(=CC1)C)CCC=1SC(=CC1)F |o1:12|